C=12C(=CC3=CCC=CC13)C2 METHANO-5H-INDENE